4-chloro-2-methyl-2,5,6,7-tetrahydro-1H-cyclopenta[d]pyridazin-1-one ClC=1C2=C(C(N(N1)C)=O)CCC2